O1C2(C(C=C1)O2)O furanol oxide